C(=O)C1=C2C=CN(C2=C(C=C1OC([2H])([2H])[2H])C)C(=O)OC(C)(C)C tert-Butyl 4-formyl-5-(methoxy-d3)-7-methyl-1H-indole-1-carboxylate